Furanoindole N1C=CC2=CC=C3C(=C12)C=CO3